COC([C@@H](CC1=CC=C(C=C1)CC(=O)N)C)=O (R)-3-(4-(2-amino-2-oxoethyl)phenyl)-2-methylpropanoic acid methyl ester